pentaerythritol tetrakis(5-norbornenecarboxylate) C12C=CC(C(C1)C(=O)OCC(COC(=O)C1C3C=CC(C1)C3)(COC(=O)C3C1C=CC(C3)C1)COC(=O)C1C3C=CC(C1)C3)C2